(R)-N-methyl-4-(6-methyl-4-oxo-2-thioxo-1,4,5,6,7,8-hexahydropyrido[3,4-d]pyrimidin-3(2H)-yl)-benzamide CNC(C1=CC=C(C=C1)N1C(NC2=C(C1=O)C[C@H](NC2)C)=S)=O